C(C)(C)(C)C=1C=C(N(N1)C1=CC=C(C=C1)C)NC(=O)NC1=CC=C(C2=CC=CC=C12)OCCC1=CC=NC=C1 1-[5-tert-butyl-2-p-tolyl-2H-pyrazol-3-yl]-3-[4-(2-pyridin-4-yl-ethoxy)naphthalen-1-yl]-urea